[W].[W] tungsten-tungsten